ClC1=CC=C2C(=N1)CCOC2 2-chloro-5H,7H,8H-pyrano(4,3-b)pyridine